ClC=1C=C2C(=CC1)NC(C21CCN(CC1)CCOC1=CC2=C(N(C=N2)C2CC(C2)(C)O)C(=C1)F)=O 5-chloro-1'-[2-({7-fluoro-1-[(cis)-3-hydroxy-3-methylcyclobutyl]-1H-1,3-benzodiazol-5-yl}oxy)ethyl]-1,2-dihydrospiro[indole-3,4'-piperidin]-2-one